C(C1=CC=CC=C1)OC(=O)N1CCC2(CC3(CCC(N3C)=O)CC2N)CC1 13-amino-1-methyl-2-oxo-1,10-diazadispiro[4.1.57.25]tetradecane-10-carboxylic acid benzyl ester